C12C(C3CC(CC(C1)C3)C2)OC(N)=O carbamic acid adamantan-2-yl ester